C(C)(C)C1=C2C=C(N=CC2=C(C=C1)N1CC(C1)CS(=O)(=O)C)N 5-isopropyl-8-(3-((methylsulfonyl)methyl)azetidin-1-yl)isoquinolin-3-amine